C1=C2C(=NN1)C=COC1=C2C=CC=C1 [1]benzoxepino[4,5-c]pyrazole